O1CCC(CC1)OC(CCC(=O)C=1OC=C(C1)C1=CNC2=CC=CC=C12)=O 4-(4-(1H-indol-3-yl)furan-2-yl)-4-oxobutanoic acid (tetrahydropyran-4-yl) ester